COC1=C(C=CC=C1)C(=O)[Si](C)(C)C 1-methoxy-2-[(trimethylsilyl)-carbonyl]-benzene